pyridine-2-yl-(m-tolyl)methanol N1=C(C=CC=C1)C(O)C=1C=C(C=CC1)C